FC(C=1C=C(C=C(C1F)F)C=1C(=NC(=NC1)NC=1C=NN(C1)C)NC=1C=C(C=CC1F)NC(C=C)=O)F N-(3-((5-(3-(difluoromethyl)-4,5-difluorophenyl)-2-((1-methyl-1H-pyrazol-4-yl)amino)pyrimidin-4-yl)amino)-4-fluorophenyl)acrylamide